(R)-N-[(1R)-1-[5-amino-2-fluoro-3-(trifluoromethyl)phenyl]ethyl]-2-methyl-propane-2-sulfinamide NC=1C=C(C(=C(C1)[C@@H](C)N[S@](=O)C(C)(C)C)F)C(F)(F)F